C(CCCC)OC(CC(=O)[O-])CCCCC 3-pentyloxycaprylate